C(C)C1=NC(=CN=C1C)C 2-Ethyl-3,6-dimethylpyrazine